N1=NC=CC2=CC=CC(=C12)C(=O)O cinnoline-8-carboxylic acid